4,5-dihydrothieno[2,3-c]pyran S1C=CC2=C1COCC2